3-methyl-2-[2-[(1S,5R)-3-oxabicyclo[3.1.0]hexan-6-yl]pyrazolo[3,4-b]pyridin-6-yl]-5-(trifluoromethyl)phenol CC=1C(=C(C=C(C1)C(F)(F)F)O)C=1C=CC=2C(N1)=NN(C2)C2[C@@H]1COC[C@H]21